rubidium hexafluoroarsenate F[As-](F)(F)(F)(F)F.[Rb+]